(S)-1-(3,4-dihydroisoquinolin-2(1H)-yl)-3-((7-nitrobenzo[d]isothiazol-3-yl)amino)propanol C1N(CCC2=CC=CC=C12)[C@H](CCNC1=NSC2=C1C=CC=C2[N+](=O)[O-])O